FC1=C(C=CC=C1)C=1C(=C2S(CCCN2N1)(=O)=O)C(=O)N[C@@H]1C(NC2=C(C(=N1)C1=CC=CC=C1)C=CC=C2F)=O 2-(2-Fluorophenyl)-N-[(3S)-9-fluoro-2-oxo-5-phenyl-2,3-dihydro-1H-1,4-benzodiazepin-3-yl]-4,4-dioxo-5H,6H,7H-4λ6-pyrazolo[3,2-b][1,3]thiazine-3-carboxamide